1-(4-ethoxy-5-methoxypyridin-2-yl)-2-(methylsulfonyl)ethanol C(C)OC1=CC(=NC=C1OC)C(CS(=O)(=O)C)O